CC1=C(C=C(C(=C1)N)C)NC1=CC=CC=C1 2,5-dimethyl-N-phenylbenzene-1,4-diamine